5-[(3-{8-bromo-3-[(trifluoromethyl)sulfanyl]imidazo[1,2-a]pyridin-2-yl}prop-2-yn-1-yl)amino]-6-methoxy-2,3-dihydroisoindol-1-one BrC=1C=2N(C=CC1)C(=C(N2)C#CCNC=2C=C1CNC(C1=CC2OC)=O)SC(F)(F)F